ClC=1C=CC(=C(C1)C1=CC(=NC=C1C(=O)NC=1SC2=C(N1)CCCC2)N2C(C=C(C=C2)C)=O)OC 4'-(5-chloro-2-methoxyphenyl)-4-methyl-2-oxo-N-(4,5,6,7-tetrahydrobenzo[d]thiazol-2-yl)-2H-[1,2'-bipyridine]-5'-carboxamide